ClC=1C(=C(CC=2N(C3=CC(=CC=C3C(C2C(=O)O)=O)OC)[C@H](CO)C(C)C)C=CC1)F (3-chloro-2-fluorobenzyl)-1-[(2S)-1-hydroxy-3-methylbut-2-yl]-7-methoxy-4-oxo-1,4-dihydroquinoline-3-carboxylic acid